(S)-4-(difluoromethoxy)benzyl-(1-hydroxy-5-(methylamino)-5-oxopent-2-yl)carbamic acid FC(OC1=CC=C(CN(C(O)=O)[C@H](CO)CCC(=O)NC)C=C1)F